FC=1C=C(C=CC1[N+](=O)[O-])C1=NC2=CC=C3C(=C2C=2CCCCC12)C=NN3 7-(3-fluoro-4-nitrophenyl)-8,9,10,11-tetrahydro-3H-pyrazolo[4,3-a]phenanthridine